3-chloro-2-nitroethyl-5-trifluoromethylpyridine ClC=1C(=NC=C(C1)C(F)(F)F)CC[N+](=O)[O-]